lactic acid (3,3-dichloroallyl) ester ClC(=CCOC(C(O)C)=O)Cl